N(=N)C1=C(C(=O)O)C=CC=C1O diazenyl-3-hydroxybenzoic acid